(3R,4R)-4-{[5-chloro-7-(1-ethylcyclobutyl)imidazo[4,3-f][1,2,4]triazin-2-yl]amino}-1-difluoromethanesulfonylpiperidin-3-ol ClC=1N=C(N2N=C(N=CC21)N[C@H]2[C@@H](CN(CC2)S(=O)(=O)C(F)F)O)C2(CCC2)CC